N-(4-(2-(2-aminopyridin-3-yl)-3H-imidazo[4,5-b]pyridin-3-yl)benzyl)-2-(3-(3,3-dimethylureido)-4-formylphenyl)acetamide NC1=NC=CC=C1C1=NC=2C(=NC=CC2)N1C1=CC=C(CNC(CC2=CC(=C(C=C2)C=O)NC(=O)N(C)C)=O)C=C1